4,6-dioxohept-2-enedioic acid O=C(C=CC(=O)O)CC(C(=O)O)=O